Cl.OC(C(N)=N)(C)C 2-hydroxy-2-methylpropanimidamide hydrochloride